NC1=NN2C(N=CC=C2)=C1C(=O)N[C@@H](C)C=1N(C(C=2C(=CC=C3C2C1C(N3)=O)C#CC=3C=NN(C3)C)=O)C3=CC=CC=C3 (S)-2-amino-N-(1-(6-((1-methyl-1H-pyrazol-4-yl)ethynyl)-2,5-dioxo-4-phenyl-1,2,4,5-tetrahydropyrrolo[4,3,2-de]isoquinolin-3-yl)ethyl)pyrazolo[1,5-a]pyrimidine-3-carboxamide